1-(2-furyl)-2-hydroxyethyl ketone O1C(=CC=C1)C(CO)C(=O)C(CO)C=1OC=CC1